OC1(CCN(CC1)C(=O)NC1=NC2=C(N1)C(=CC=C2C=2C=C1C(=NNC1=CC2)C)OC)C 4-hydroxy-N-[7-methoxy-4-(3-methyl-1H-indazol-5-yl)-1H-1,3-benzodiazol-2-yl]-4-methylpiperidine-1-carboxamide